[PH2](O)=O.C(C)P(C1=CC=CC=C1)C(C1=C(C=C(C=C1C)C)C)=O ethyl(2,4,6-trimethylbenzoyl)phenylphosphine phosphinate